(S,E)-N-(4-(methylsulfonyl)but-3-en-2-yl)-2-phenoxy-6,7-dihydro-5H-cyclopenta[b]pyridine-3-carboxamide CS(=O)(=O)/C=C/[C@H](C)NC(=O)C=1C=C2C(=NC1OC1=CC=CC=C1)CCC2